CN(CCCNC(=O)[C@]12[C@@H]([C@H]3CC[C@@H]4[C@]5(CC[C@@H](C([C@@H]5CC[C@]4([C@@]3(CC1)C)C)(C)C)O)C)[C@@H](CC2)C(=C)C)C (1R,3aS,5aR,5bR,7aR,9S,11aR,11bR,13aR,13bR)-N-(3-(dimethylamino)propyl)-9-hydroxy-5a,5b,8,8,11a-pentamethyl-1-(prop-1-en-2-yl)icosahydro-3aH-cyclopenta[a]chrysene-3a-carboxamide